N-(piperidin-4-yl)-1H-benzo[d]imidazole-2-carboxamide N1CCC(CC1)NC(=O)C1=NC2=C(N1)C=CC=C2